C(C)(C)(C)S(=O)C tert-Butylmethyl sulfoxide